CC1CN(CCC1N(C(CC)=O)C1=CC=CC=C1)CCC1=CC=CC=C1 N-(3-methyl-1-phenethyl-4-piperidyl)-N-phenyl-propanamide